C(CC=CCC)N(CCOC([C@H](C)C1=CC=C(C=C1)CC(C)C)=O)CCC=CCC.C1(=CC=CC2=NC3=CC=CC=C3C=C12)C1=NC2=C3N=CC=CC3=CC=C2C=C1 acridinyl-phenanthroline 2-(di-3-hexenylamino)ethyl-(R,S)-2-(p-isobutylphenyl)propionate